ClC=1C=C(C=C(C1)NS(=O)(=O)C)C=1N(C=C(N1)C(=O)N)C1=CC=CC=C1 (3-chloro-5-(methylsulfonylamino)phenyl)-1-phenyl-1H-imidazole-4-carboxamide